ClC=1C(=NC=CC1C1=NC(=C(C=C1)CNC[C@H]1NC(CC1)=O)OC)C=1C(=C(C=CC1)NC(C1=NC=C(C=C1)CN1C[C@@H](CC1)O)=O)C N-(3-(3'-chloro-6-methoxy-5-(((((S)-5-oxopyrrolidin-2-yl)methyl)amino)methyl)-[2,4'-bipyridin]-2'-yl)-2-methylphenyl)-5-(((R)-3-hydroxypyrrolidin-1-yl)methyl)picolinamide